ClC=1C=C(C(=O)N)C=C(C1)F 3-chloranyl-5-fluoranylbenzamide